tert-Butyl (4-(4-methoxycarbonyl-2-nitrobenzamido)phenethyl)carbamate COC(=O)C1=CC(=C(C(=O)NC2=CC=C(CCNC(OC(C)(C)C)=O)C=C2)C=C1)[N+](=O)[O-]